N-((2S,3S)-4,4-difluoro-3-hydroxy-1-(hydroxyamino)-3-methyl-1-oxobutan-2-yl)-4-(3-oxobut-1-yn-1-yl)benzamide FC([C@@]([C@@H](C(=O)NO)NC(C1=CC=C(C=C1)C#CC(C)=O)=O)(C)O)F